(E)-3-(3,4-methylenedioxyphenyl)propene C1OC=2C=C(C=CC2O1)CC=C